CN(CCO)C1=CC=NC=C1 2-(methyl-(pyridin-4-yl)amino)ethan-1-ol